N1(CCNCC1)C1=CC=C(N=N1)C(=O)N 6-(piperazin-1-yl)pyridazine-3-carboxamide